(4S,11bR)-4-(2-((R)-chloro(methyl)silyl)phenyl)-4,5-dihydro-3H-dinaphtho[2,1-c:1',2'-e]phosphepine Cl[Si@@H](C1=C(C=CC=C1)P1CC2=C(C3=C(C1)C=CC1=CC=CC=C13)C=1C=CC=CC1C=C2)C